C1(=CCCC1)N1CCCC1 1-(Cyclopent-1-en-1-yl)pyrrolidine